(2R,3R,4R,5S)-2-(hydroxymethyl)-1-(4-phenoxyphenethyl)piperidine-3,4,5-triol OC[C@H]1N(C[C@@H]([C@H]([C@@H]1O)O)O)CCC1=CC=C(C=C1)OC1=CC=CC=C1